C(C=C)[Si](Cl)(Cl)Cl allyltriChlorosilane